NC(CC12CC(C1)(C2)C2=CC=C(C#N)C=C2)C#N 4-(3-(2-amino-2-cyanoethyl)bicyclo[1.1.1]pentan-1-yl)benzonitrile